1,3-butyleneglycol di-acrylate C(C=C)(=O)OCCC(C)OC(C=C)=O